1-Bromo-4-(trifluoromethyl)pyridine BrN1CC=C(C=C1)C(F)(F)F